(2-hydroxyethyl)-4-methylquinoline iodonium salt [IH2+].OCCC1=NC2=CC=CC=C2C(=C1)C